6-(4-cyclopropyl-6-methoxypyrimidin-5-yl)-1-(4-(1-methyl-2-(trifluoromethyl)-1H-imidazol-4-yl)benzyl)-1H-pyrazolo[3,4-d]pyrimidine C1(CC1)C1=NC=NC(=C1C1=NC=C2C(=N1)N(N=C2)CC2=CC=C(C=C2)C=2N=C(N(C2)C)C(F)(F)F)OC